CC=1N=CC=2C(N1)=CC(N(C2)CC2CCOCC2)=O 2-methyl-6-((tetrahydro-2H-pyran-4-yl)methyl)pyrido[4,3-d]pyrimidin-7(6H)-one